FC1=C(C2=C(CCO2)C=C1C1(NC(=CC(=N1)NC)C)N)C=1CCCNCC1 2-[6-fluoro-7-(2,3,4,7-tetrahydro-1H-azepin-5-yl)-2,3-dihydrobenzofuran-5-yl]-N4,6-dimethyl-pyrimidine-2,4-diamine